(6-(2H-1,2,3-triazol-2-yl)-5-trifluoromethylpyridin-3-yl)-5-difluoromethyl-1-(2-oxo-1,2-dihydrobenzo[cd]indol-6-yl)-1H-pyrazole-4-carboxamide N=1N(N=CC1)C1=C(C=C(C=N1)C1=NN(C(=C1C(=O)N)C(F)F)C=1C=2C3=C(C(NC3=CC1)=O)C=CC2)C(F)(F)F